C1#CCCC#CCC1 cycloocta-1,5-diyne